FC1=CC(=C(C=C1)C1=NC=C(C=C1C1=NN2C(CN(CC2)C(C=C)=O)=C1)C=1C=NN(C1)C)OCCOC 1-[2-[2-[4-fluoro-2-(2-methoxyethoxy)phenyl]-5-(1-methylpyrazol-4-yl)-3-pyridyl]-6,7-dihydro-4H-pyrazolo[1,5-a]pyrazin-5-yl]prop-2-en-1-one